1-isopropyl-3-(3-(trifluoromethyl)phenyl)-1H-1,2,4-triazole C(C)(C)N1N=C(N=C1)C1=CC(=CC=C1)C(F)(F)F